FC1(CC(C1)CC(=O)NC(C(=O)O)CCN(CCCCC1=NC=2NCCCC2C=C1)CC(CF)OC)F 2-[[2-(3,3-difluorocyclobutyl)acetyl]amino]-4-[[3-fluoro-2-methoxy-propyl]-[4-(5,6,7,8-tetrahydro-1,8-naphthyridin-2-yl)butyl]amino]butanoic acid